C(C)(C)(C)OC(=O)N1[C@@H](CN(CC1)C1=C(C(=C(C=C1Br)N)C#N)F)CO (S)-4-(4-amino-6-bromo-3-cyano-2-fluorophenyl)-2-(hydroxymethyl)piperazine-1-carboxylic acid tert-butyl ester